CCN(CC)C(=O)C1=CC=CC(=C1)C diethyl-m-toluamide